FC1CN(C1)CC=CC 4-(3-fluoroazetidin-1-yl)but-2-en